4,5-Dimethoxy-3,6-dimercapto-catechol COC=1C(=C(C(O)=C(C1OC)S)O)S